C1(CCC1)C=1C(=NN(C1NC(=O)NC1CC(C1)(F)F)C)C(C)(C)O 1-(4-cyclobutyl-3-(2-hydroxypropan-2-yl)-1-methyl-1H-pyrazol-5-yl)-3-(3,3-difluorocyclobutyl)urea